C(C1=CC=CC=C1)OC1=NC(=CC=C1C1=NN(C2=CC(=CC=C12)C=1CCN(CC1)C[C@H]1[C@H](CN(CC1)C(=O)OC(C)(C)C)F)C)OCC1=CC=CC=C1 tert-butyl (3R,4S)-4-((4-(3-(2,6-bis(benzyloxy)pyridin-3-yl)-1-methyl-1H-indazol-6-yl)-3,6-dihydropyridin-1(2H)-yl)methyl)-3-fluoropiperidine-1-carboxylate